heneicosylic acid C(CCCCCCCCCCCCCCCCCCCC)(=O)O